tert-butyl (2E)-2-[(dimethylamino) methylidene]-4-methyl-3-oxopiperidine-1-carboxylate CN(C)\C=C/1\N(CCC(C1=O)C)C(=O)OC(C)(C)C